CC1=C(C(=C(C1(CCC)[Sn]C1(C(=C(C(=C1C)C)C)C)CCC)C)C)C Bis(Tetramethyl-n-propylcyclopentadienyl)tin